((2-bromo-5-iodophenyl)oxy)bicyclo[3.1.0]hexane BrC1=C(C=C(C=C1)I)OC12CCCC2C1